(S)-1-[(S)-2-cyclohexyl-2-([S]-2-[methylamino]propionamido)acetyl]-N-(4-phenyl-1,2,3-thiadiazol-5-yl)pyrrolidine-2-carboxamide C1(CCCCC1)[C@@H](C(=O)N1[C@@H](CCC1)C(=O)NC1=C(N=NS1)C1=CC=CC=C1)NC([C@H](C)NC)=O